(S)-2-amino-3-(3-(hydroxymethyl)phenyl)propanoic acid N[C@H](C(=O)O)CC1=CC(=CC=C1)CO